O1CCC(CC1)C1=NN(C=C1)C(C)C1=NC(=NO1)C1CN(CC12CN(C2)C(=O)OC(C)(C)C)C(=O)OCC=C 6-allyl 2-(tert-butyl) 8-(5-(1-(3-(tetrahydro-2H-pyran-4-yl)-1H-pyrazol-1-yl)ethyl)-1,2,4-oxadiazol-3-yl)-2,6-diazaspiro[3.4]octane-2,6-dicarboxylate